9-(4-chloro-2-fluoro-phenyl)-7-[(2R,4S)-2-(5-cyclopropyl-1,3,4-oxadiazol-2-yl)tetrahydropyran-4-yl]-2,3-dimethyl-pyrazino[1,2-a]pyrimidin-4-one ClC1=CC(=C(C=C1)C1=NC(=CN2C1=NC(=C(C2=O)C)C)[C@@H]2C[C@@H](OCC2)C=2OC(=NN2)C2CC2)F